N1C(=NC=C1)C1=C(C=C(C(=O)OC)C=C1)[N+](=O)[O-] methyl 4-(1H-imidazol-2-yl)-3-nitrobenzoate